tert-Butyl (R)-2-acrylamido-3-(5-bromobenzo[d]thiazol-2-yl)-7-methyl-4,7-dihydrothieno[2,3-c]pyridine-6(5H)-carboxylate C(C=C)(=O)NC1=C(C2=C([C@H](N(CC2)C(=O)OC(C)(C)C)C)S1)C=1SC2=C(N1)C=C(C=C2)Br